O=C1CCOC2=CC(=CC=C12)O[C@@H](C1=CC=C(C(=O)N)C=C1)C1=C(C=NC=C1)C1=CC=CC=C1 (S)-4-(((4-oxochroman-7-yl)oxy)(3-phenylpyridin-4-yl)methyl)benzamide